CC=1C(=NC=C(C1)NC(C(=O)N1C(CCC(C1)C)C=1C=NC(=CC1)N1CCN(CC1)C)=O)NC([O-])=O N-[3-methyl-5-[[2-[5-methyl-2-[6-(4-methylpiperazin-1-yl)-3-pyridyl]-1-piperidyl]-2-oxo-acetyl]amino]-2-pyridyl]carbamate